(E)-1-(4-(2-cyanovinyl)benzyl)-1H-pyrazole-4-carboxylate C(#N)/C=C/C1=CC=C(CN2N=CC(=C2)C(=O)[O-])C=C1